tert-butyl (4-methylpiperidin-4-yl) carbonate C(OC(C)(C)C)(OC1(CCNCC1)C)=O